FC1=C(C(=CC=C1)F)C1=N[C@H](C2=NN=C(N2C=2SC=3CC4(CCCC3C12)OCCO4)C)C (7'S)-9'-(2,6-difluorophenyl)-3',7'-dimethyl-spiro[1,3-dioxolane-2,15'-18-thia-2,4,5,8-tetraazatetracyclo[8.8.0.02,6.011,17]octadeca-1(10),3,5,8,11(17)-pentaene]